N1N=CC(=C1)C1=CC=C(C=C1)NC=1C2=C(N=C(N1)C=1C=CC3=C(SC(=C3)C(=O)NC(C)C)C1)C=CS2 6-(4-((4-(1H-pyrazol-4-yl)phenyl)amino)thieno[3,2-d]pyrimidin-2-yl)-N-isopropyl-benzo[b]thiophene-2-carboxamide